(2-chloro-6-methylphenyl)-2-((6-(4-(2-hydroxyethyl)piperazin-1-yl)-2-methylpyrimidin-4-yl)amino)thiazole-5-carboxamide ClC1=C(C(=CC=C1)C)C=1N=C(SC1C(=O)N)NC1=NC(=NC(=C1)N1CCN(CC1)CCO)C